3-(4-(3-(Oxetan-3-yl)pyrrolidin-1-yl)pyrimidin-2-yl)-6-(trifluoromethyl)imidazo[1,2-a]pyrazine O1CC(C1)C1CN(CC1)C1=NC(=NC=C1)C1=CN=C2N1C=C(N=C2)C(F)(F)F